ClC1=C(C(=O)N2COC3=C(C2)C=CC=C3C3=CC(=C(C(=O)O)C=C3F)N3C2COCC3CC2)C(=CC(=C1)N1C2CN(CC1C2)C2COC2)Cl 4-[3-[2,6-Dichloro-4-[3-(oxetan-3-yl)-3,6-diazabicyclo[3.1.1]heptan-6-yl]benzoyl]-2,4-dihydro-1,3-benzoxazin-8-yl]-5-fluoro-2-(3-oxa-8-azabicyclo[3.2.1]octan-8-yl)benzoic acid